FC1=CC(=NC=C1I)N1CCN(C2(CC2)C1)C(=O)OC(C)(C)C tert-butyl 7-(4-fluoro-5-iodopyridin-2-yl)-4,7-diazaspiro[2.5]octane-4-carboxylate